sodium 6-oxo-1,6-dihydro-pyrazine-3-carboxylate O=C1C=NC(=CN1)C(=O)[O-].[Na+]